C(C)(C)(C)OOC1(CC(CC(C1)(C)C)C)OOC(C)(C)C 1,1-bis(t-butyl-peroxy)-3,5,5-trimethylcyclohexane